chloro-N,N,N',N'-tetra-methylformamidinium hexa-fluorophosphate F[P-](F)(F)(F)(F)F.ClC(=[N+](C)C)N(C)C